ClC=1C=C2C(N(C(C2=CC1C(F)(F)F)C)C(CC[C@@]1(C(NC(N1)=O)=O)C1CC1)=O)([2H])[2H] (5S)-5-(3-(5-chloro-1-methyl-6-(trifluoromethyl)isoindolin-2-yl-3,3-d2)-3-oxopropyl)-5-cyclopropylimidazolidine-2,4-dione